α-(methoxyphenyl)acrylonitrile COC1=C(C=CC=C1)C(C#N)=C